O1COC2=C1C=CC(=C2)NC2=CC=C(C(=N2)C(=O)NC(C)(C)C)OC 6-(1,3-benzodioxol-5-ylamino)-N-tert-butyl-3-methoxy-pyridine-2-carboxamide